FC=1C=CC2=C(C(=C(S2)C2=CC=C(C#N)C=C2)C=2C(N(N=C(C2O)C)C)=O)C1 4-[5-fluoro-3-(5-hydroxy-2,6-dimethyl-3-oxo-pyridazin-4-yl)benzothien-2-yl]benzonitrile